S(C(C(=O)[O-])CC1=CC(=C(C(=C1)C(C)(C)C)O)C(C)(C)C)C(C(=O)OCC)CC1=CC(=C(C(=C1)C(C)(C)C)O)C(C)(C)C ethyl 2,2'-thiobis[3-(3,5-di-t-butyl-4-hydroxyphenyl) propionate]